C(CCC)(=O)O[C@H]1CC[C@@H]2[C@@]1(CC[C@@H]1[C@]3(CCC=4N=C(SC4C3=CC[C@@H]21)NC2=NC=CC=C2)C)C (5aR,5bS,7aS,8S,10aS,10bR)-5a,7a-dimethyl-2-(pyridin-2-ylamino)-5,5a,5b,6,7,7a,8,9,10,10a,10b,11-dodecahydro-4H-cyclopenta[7,8]phenanthro[2,1-d]thiazol-8-yl butyrate